BrC1=C(C(=CC(=C1)C=C)Br)Br 1,2,3-tribromo-5-vinylbenzene